1,2-di(p-toluenesulfonyloxy)ethane CC1=CC=C(C=C1)S(=O)(=O)OCCOS(=O)(=O)C1=CC=C(C)C=C1